1-((2-(methylamino)pyrimidin-4-yl)methyl)-4-(1-(4-(trifluoromethyl)phenyl)-1H-indazol-3-yl)pyridin-2(1H)-one CNC1=NC=CC(=N1)CN1C(C=C(C=C1)C1=NN(C2=CC=CC=C12)C1=CC=C(C=C1)C(F)(F)F)=O